(3-(4-fluorophenyl)-5-(methyl-d3)isoxazol-4-yl-methoxy)nicotinic acid FC1=CC=C(C=C1)C1=NOC(=C1COC1=C(C(=O)O)C=CC=N1)C([2H])([2H])[2H]